CC1(NC2(CCCC2)CCC1)C 6-aza-7,7-dimethyl-spiro(4.5)decane